Benzyl (3S,5R)-4-(3-((5-((methoxycarbonyl)amino)pyridin-2-yl)oxy)propyl)-3,5-dimethylpiperazine-1-carboxylate COC(=O)NC=1C=CC(=NC1)OCCCN1[C@H](CN(C[C@H]1C)C(=O)OCC1=CC=CC=C1)C